(3R,4S)-3-cyclopropyl-1-[6-(3,6-dimethoxypyridazin-4-yl)pyrazolo[1,5-a]pyrazin-4-yl]-4-methyl-2-oxopyrrolidine-3-carbonitrile C1(CC1)[C@]1(C(N(C[C@H]1C)C=1C=2N(C=C(N1)C1=C(N=NC(=C1)OC)OC)N=CC2)=O)C#N